ClC=1C=C2C(=CC(N(C2=CC1)C)=O)N1CCC(CC1)C=1OC2=C(N1)C=C(C=C2)C 6-chloro-1-methyl-4-(4-(5-methylbenzo[d]oxazol-2-yl)piperidin-1-yl)quinolin-2(1H)-one